(2,4-difluoro-phenyl)-1,1-difluoro-3-(tetrazol-1-yl)-1-[5-[4-(2,2,2-trifluoroethoxy)phenyl]-2-pyridyl]propan-2-ol FC1=C(C=CC(=C1)F)C(C(C1=NC=C(C=C1)C1=CC=C(C=C1)OCC(F)(F)F)(F)F)(CN1N=NN=C1)O